F[P-](F)(F)(F)(F)F.C(CCCCC)N1CC=CC=C1 N-hexyl-pyridine hexafluorophosphate salt